4-(5-(3,5-dichloro-4-fluorophenyl)-5-(trifluoromethyl)-4,5-dihydroisoxazol-3-yl)-2-methyl-N-(5-methyl-1-(2,2,2-trifluoroethyl)-1H-1,2,4-triazol-3-yl)-N-(2,2,2-trifluoroethyl)benzamide ClC=1C=C(C=C(C1F)Cl)C1(CC(=NO1)C1=CC(=C(C(=O)N(CC(F)(F)F)C2=NN(C(=N2)C)CC(F)(F)F)C=C1)C)C(F)(F)F